N-(5-(5-(((1S,3S)-3-hydroxycyclopentyl)oxy)-2-methylpyridin-4-yl)pyrazolo[1,5-a]pyridin-2-yl)cyclopropanecarboxamide O[C@@H]1C[C@H](CC1)OC=1C(=CC(=NC1)C)C1=CC=2N(C=C1)N=C(C2)NC(=O)C2CC2